C(C)(C)(C)[C@@]1(N(CCN(C1)C=1C=CC=2N(C(N=C(N2)C2=CC3=CN(N=C3C(=C2)F)C)=O)C1)C(=O)OC(CC)C1=C(N=NC(=C1C)Cl)Cl)C (3,6-dichloro-5-methylpyridazin-4-yl)propan-1-ol tert-butyl-(S)-4-(2-(7-fluoro-2-methyl-2H-indazol-5-yl)-4-oxo-4H-pyrido[1,2-a][1,3,5]triazin-7-yl)-2-methylpiperazine-1-carboxylate